CN1C2=C(C3=C1C(N(N=C3)CC3=NC1=CC=CC=C1C=C3)=O)SC(=N2)S(=O)C 4-Methyl-2-(methylsulfinyl)-6-(quinolin-2-ylmethyl)-4,6-dihydro-5H-thiazolo[5',4':4,5]pyrrolo[2,3-d]pyridazin-5-one